carboxyl-(benzoic acid) C(=O)(O)C1=C(C(=O)O)C=CC=C1